3-iodo-6-methoxy-1H-pyrazolo[4,3-c]quinoline IC1=NNC2=C1C=NC=1C(=CC=CC21)OC